FC(C(=O)O)(F)F.ClC=1C=C2CC(CC2=CC1Cl)NC=1N=NNC1C(=O)O 4-((5,6-dichloro-2,3-dihydro-1H-inden-2-yl)amino)-1H-1,2,3-triazole-5-carboxylic acid 2,2,2-trifluoroacetate